(2S,6R*)-N-[(1S)-1-cyano-2-[4-(3-methyl-2-oxo-2,3-dihydro-1,3-benzoxazol-5-yl)phenyl]ethyl]-6-methyl-6-(2-methylpropoxy)-1,4-oxazepane-2-carboxamide C(#N)[C@H](CC1=CC=C(C=C1)C=1C=CC2=C(N(C(O2)=O)C)C1)NC(=O)[C@H]1OC[C@@](CNC1)(OCC(C)C)C |o1:27|